5-chloro-2-(2-(3-iodoprop-2-yn-1-ylidene)hydrazineyl)pyrimidine ClC=1C=NC(=NC1)NN=CC#CI